CC1=NNC(=C1C(=O)NCCC(C(=O)O)=C)C.CC1=NNC(=C1)C 3,5-dimethylpyrazole (2-[(3,5-dimethylpyrazolyl)carbonylamino]ethyl acrylate)